N-((3R,4S)-4-((6-(2,6-dichloro-3,5-dimethoxyphenyl)-8-(7-oxa-2-azaspiro[3.5]nonan-2-yl)pyrido[3,4-d]pyrimidin-2-yl)amino)tetrahydrofuran-3-yl)acrylamide ClC1=C(C(=C(C=C1OC)OC)Cl)C1=CC2=C(N=C(N=C2)N[C@H]2[C@H](COC2)NC(C=C)=O)C(=N1)N1CC2(C1)CCOCC2